NCCC1=NC2=CC=CC=C2C=C1 (2-aminoethyl)quinoline